Methyl 2-(2-chloro-4-(trifluoromethyl) phenyl)-5-methoxypyrimidine-4-carboxylate ClC1=C(C=CC(=C1)C(F)(F)F)C1=NC=C(C(=N1)C(=O)OC)OC